C(C1=CC=CC=C1)(C1=CC=CC=C1)NC=1C=CC(=NC1)[C@@H](C(F)(F)F)N(C(=O)[C@@H]1CNC(C1)=O)C (S)-N-((S)-1-(5-(Benzhydrylamino)pyridin-2-yl)-2,2,2-trifluoroethyl)-N-methyl-5-oxopyrrolidine-3-carboxamide